methyl 4-chloro-5-(2-(((4,6-dimethyl-2-oxo-1,2-dihydropyridin-3-yl) methyl) amino) ethyl)-2-(4-(dimethylamino) cyclohexyl)-2,7-dimethyl-2,3-dihydrobenzofuran-6-carboxylate ClC1=C(C(=C(C2=C1CC(O2)(C)C2CCC(CC2)N(C)C)C)C(=O)OC)CCNCC=2C(NC(=CC2C)C)=O